dihydro-1H,3H,5H-oxazole O1CNCC1